N-(6-fluoro-2-(methylsulfonyl)isoindolin-5-yl)-6-methyl-8-(2,6-diazaspiro[3.4]octan-2-yl)pyrido[3,4-d]pyrimidin-2-amine FC1=C(C=C2CN(CC2=C1)S(=O)(=O)C)NC=1N=CC2=C(N1)C(=NC(=C2)C)N2CC1(C2)CNCC1